COC1=C2C(NC(=NC2=CC(=C1)OC)C1=CC=C(C=C1)N1CCC(CC1)CN1C2CN(C(C1)C2)C=2C=C1CN(CC1=CC2)C2C(NC(CC2)=O)=O)=O 5-(5-((1-(4-(5,7-dimethoxy-4-oxo-3,4-dihydroquinazolin-2-yl)phenyl)piperidin-4-yl)methyl)-2,5-diazabicyclo[2.2.1]heptane-2-yl)-2-(2,6-dioxopiperidin-3-yl)isoindoline